8-methoxy-N-(1-methyl-1H-pyrazol-5-yl)-2-(tetrahydro-2H-pyran-4-yl)imidazo[1,2-a]pyrazine-6-carboxamide COC=1C=2N(C=C(N1)C(=O)NC1=CC=NN1C)C=C(N2)C2CCOCC2